CN(CCN(C1=NC(=C(C=C1NC(C=C)=O)NC1=NC=CC(=C1)N1CC(C2=NC(=CC=C21)C)(C)C)OC)C)C N-(2-((2-(dimethylamino)ethyl)(methyl)amino)-6-methoxy-5-((4-(3,3,5-trimethyl-2,3-dihydro-1H-pyrrolo[3,2-b]pyridin-1-yl)pyridin-2-yl)amino)pyridin-3-yl)acrylamide